C1(CCCCC1)CN(C(=O)N1[C@H]2[C@H](N(C[C@@H]1CC2)C(N(C2=CC=CC=C2)C2=CC=CC=C2)=O)C(=O)O)C2CC2 (1R,2S,5S)-8-((cyclohexylmethyl)(cyclopropyl)carbamoyl)-3-(diphenylcarbamoyl)-3,8-diazabicyclo[3.2.1]octane-2-carboxylic acid